3-(4-bromophenyl)-1-(3-methoxybenzyl)-N-methyl-2-oxo-1,3,8-triazaspiro[4.5]decane-8-carboxamide BrC1=CC=C(C=C1)N1C(N(C2(C1)CCN(CC2)C(=O)NC)CC2=CC(=CC=C2)OC)=O